((1S,2R)-2-aminocyclopentyl)acrylamide N[C@H]1[C@@H](CCC1)C(C(=O)N)=C